6-(((1S,3S)-3-((6-methyl-1,2,4-triazin-3-yl)amino)cyclopentyl)amino)pyridin CC1=CN=C(N=N1)N[C@@H]1C[C@H](CC1)NC1=CC=CC=N1